NC1=NC(=CC(=N1)NC(C(=O)O)CC1=C(C(=CC=C1)F)F)C=1C=CC=2N(C1)C(=NC2)C 2-[[2-amino-6-(3-methylimidazo[1,5-a]pyridin-6-yl)pyrimidin-4-yl]amino]-3-(2,3-difluorophenyl)propanoic acid